cis-3-(4-(methoxycarbonyl)phenyl)-1-(3-methoxypropyl)cyclopentane-1-carboxylic acid COC(=O)C1=CC=C(C=C1)[C@@H]1C[C@@](CC1)(C(=O)O)CCCOC